8'-(6-(3-(Dimethylamino)propoxy)-5-phenylpyridin-3-yl)-3'-methylspiro[cyclopropane-1,1'-pyrrolo[2,3-c]quinolin]-2'(3'H)-one CN(CCCOC1=C(C=C(C=N1)C1=CC=2C3=C(C=NC2C=C1)N(C(C31CC1)=O)C)C1=CC=CC=C1)C